N-methyl-N-((1S)-2,2,2-trifluoro-1-(4-(2-fluoro-8,8-dimethyl-7,8-dihydro-6H-cyclopenta[e]pyrazolo[1,5-a]pyrimidin-6-yl)phenyl)ethyl)-2-thiaspiro[3.3]heptane-6-carboxamide 2,2-dioxide CN(C(=O)C1CC2(CS(C2)(=O)=O)C1)[C@H](C(F)(F)F)C1=CC=C(C=C1)C1CC(C2=C1C=NC=1N2N=C(C1)F)(C)C